C(C)(C)(C)[Si](C)(C)OCCOC1=C(C=C(C=C1C)I)C tert-butyl-(2-(4-iodo-2,6-dimethyl-Phenoxy)ethoxy)dimethylsilane